FC1=CC=C(CC2=NN3C(=NC=4C(=CC=CC4C3=C2)OC)N)C=C1 2-(4-fluorobenzyl)-7-methoxypyrazolo[1,5-c]quinazolin-5-amine